C(OC1CCC(CC1)N1C(C(=CC=C1)NC(OC(C)(C)C)=O)=O)([2H])([2H])[2H] tert-butyl (1-((1r,4r)-4-(methoxy-d3)cyclohexyl)-2-oxo-1,2-dihydropyridin-3-yl)carbamate